3-(tert-Butyl)-N-(4-(2-(2-(2-chloroacetamido)phenyl)-3H-imidazo[4,5-b]pyridin-7-yl)-2-fluorobenzyl)-1,2,4-oxadiazole-5-carboxamide C(C)(C)(C)C1=NOC(=N1)C(=O)NCC1=C(C=C(C=C1)C1=C2C(=NC=C1)NC(=N2)C2=C(C=CC=C2)NC(CCl)=O)F